4-((2-(3-((2-methoxy-4-(methylsulfonyl)phenyl)amino)prop-1-yn-1-yl)-1-(2,2,2-trifluoroethyl)-1H-indol-4-yl)amino)-1-methylpiperidin-2-one COC1=C(C=CC(=C1)S(=O)(=O)C)NCC#CC=1N(C2=CC=CC(=C2C1)NC1CC(N(CC1)C)=O)CC(F)(F)F